ClC1=CC=C(C=C1)C1N(CCC2=C1NC1=CC=CC=C21)C(CSCC2=CC=C(C=C2)F)=O 1-[1-(4-chlorophenyl)-1H,2H,3H,4H,9H-pyrido[3,4-b]indol-2-yl]-2-{[(4-fluorophenyl)methyl]sulfanyl}ethan-1-one